ClC1=C(C=C(C=C1)F)[C@H](CC)N (S)-1-(2-chloro-5-fluorophenyl)propan-1-amine